C1(CC=CC1)N1C2=C(C=3C=CC(=CC13)CC(C)O)N=CC(=C2)C2=C(N=NN2C)C (5-(cyclopent-3-en-1-yl)-3-(1,4-dimethyl-1H-1,2,3-triazol-5-yl)-5H-pyrido[3,2-b]indol-7-yl)propan-2-ol